(R)-1-(6-((3-chloro-2-methylpyridin-4-yl)thio)pyrido[2,3-b]pyrazin-2-yl)-4-methylazepan-4-amine ClC=1C(=NC=CC1SC=1C=CC=2C(=NC=C(N2)N2CC[C@@](CCC2)(N)C)N1)C